C[Si]1(N[Si](CC1)(C)C)C 2,2,5,5-tetramethyl-1,2,5-azadisilolidine